FC(C(=O)O)(F)F.NC1=NN2C(N=CC=C2)=C1C(=O)NC(C)C=1C=C(C=2N(C1N1CC(S(CC1)(=O)=O)C)C=NC2)Cl 2-amino-N-(1-[8-chloro-5-(2-methyl-1,1-dioxidothiomorpholin-4-yl)imidazo[1,5-a]pyridin-6-yl]ethyl)pyrazolo[1,5-a]pyrimidine-3-carboxamide trifluoroacetate salt